5,6-dihydro-4H-pyrrolo[3,4-d]thiazole hydrochloride Cl.S1C=NC2=C1CNC2